(±)-4-(5-((2-Cyanoethoxy)methyl)-3-(2-((2R)-2-hydroxy-7-azabicyclo[2.2.1]heptan-7-yl)acetyl)-2-methyl-1H-pyrrol-1-yl)benzonitrile C(#N)CCOCC1=CC(=C(N1C1=CC=C(C#N)C=C1)C)C(CN1C2[C@@H](CC1CC2)O)=O